difluorodimethoxydibenzocyclooctynol FC1CC2=C(C3=C(C#C1)C(=C(C(=C3O)OC)OC)F)C=CC=C2